2-chloro-4-(9,9-diphenylfluoren-2-yl)-6-phenyl-1,3,5-triazine ClC1=NC(=NC(=N1)C1=CC=2C(C3=CC=CC=C3C2C=C1)(C1=CC=CC=C1)C1=CC=CC=C1)C1=CC=CC=C1